CCC(C)CCCCCCCCCCC(=O)O The molecule is a branched-chain saturated fatty acid comprising tetradecanoic acid carrying a 12-methyl substituent. It is a long-chain fatty acid and a branched-chain saturated fatty acid.